C(C#CC)OC=1C=C(C=C(C1)OC(F)(F)F)C(C)(C)C=1C=C(C=C(C1)Cl)NC(=O)C1=CC2=C(S1)C=CC(=C2)C(C)(C)S(=O)(=O)C N-(3-(2-(3-(but-2-yn-1-yloxy)-5-(trifluoromethoxy)phenyl)propan-2-yl)-5-chlorophenyl)-5-(2-(methylsulfonyl)propan-2-yl)benzo[b]thiophen-2-carboxamid